C[C@H]1[C@H]([C@H]([C@@H]([C@@H](O1)OC[C@@H]2[C@@H]([C@@H]([C@H]([C@@H](O2)O)O)O)O)O)O)O The molecule is a disaccharide that is beta-D-galactopyranose in which the hydroxy group at position 6 has been glycosylated by an alpha-L-fucopyranosyl group. It is a glycoside, an alpha-L-fucoside and a glycosylgalactose. It derives from a beta-D-galactose.